BrC=1C=CC(=C(C1)C(C(C(=O)OC)C1CCOCC1)O)[N+](=O)[O-] methyl 3-(5-bromo-2-nitrophenyl)-3-hydroxy-2-(tetrahydro-2H-pyran-4-yl)propanoate